tert-butyl N-[2-(4-bromoindazol-2-yl)ethyl]carbamate BrC=1C2=CN(N=C2C=CC1)CCNC(OC(C)(C)C)=O